FC1=CC(=CC=2N(C=NC21)C[C@H]2OCC2)C(=O)O 4-fluoro-1-(((S)-oxetan-2-yl)methyl)-1H-benzo[d]imidazole-6-carboxylic acid